((1S,2R,4S)-2-((6-(2,6-dichloro-3,5-dimethoxyphenyl)quinazolin-2-yl)amino)-4-(dimethylcarbamoyl)cyclopentyl)carbamic acid tert-butyl ester C(C)(C)(C)OC(N[C@@H]1[C@@H](C[C@@H](C1)C(N(C)C)=O)NC1=NC2=CC=C(C=C2C=N1)C1=C(C(=CC(=C1Cl)OC)OC)Cl)=O